N6-(6-morpholinonicotinoyl)-L-lysine O1CCN(CC1)C1=NC=C(C(=O)NCCCC[C@H](N)C(=O)O)C=C1